tert-butyl N-methyl-N-[3-[[5-[4-(trifluoromethyl)phenoxy]naphthalene-2-carbonyl]amino]propyl]carbamate CN(C(OC(C)(C)C)=O)CCCNC(=O)C1=CC2=CC=CC(=C2C=C1)OC1=CC=C(C=C1)C(F)(F)F